C(=O)(OC(C)(C)C)N[C@@H](CC1=CC=CC=C1)C(=O)NCCCCCCCCCCCCCC Boc-phenylalanyl-tetradecylamine